O[C@@H](CC(=O)O)C[C@@H](C=C)O (3R,5S)-3,5-dihydroxyhept-6-enoic acid